3,5-dimethoxyphenyl 3-phenylpropionate C1(=CC=CC=C1)CCC(=O)OC1=CC(=CC(=C1)OC)OC